BrC=1C=CC(=NC1)C1=C(CCCC2=C1C=CC(=C2)C(=O)OC)C2=C(C=C(C=C2)Cl)Cl Methyl 9-(5-bromopyridin-2-yl)-8-(2,4-dichlorophenyl)-6,7-dihydro-5H-benzo[7]annulene-3-carboxylate